C(C)(C)N(C(C)C)[SiH3] di-isopropylaminosilane